FC1=C(C(=CC2=CC=C(C=C12)OCCC(C)O)O)N1CC(NS1(=O)=O)=O 5-[1-fluoro-3-hydroxy-7-(3-hydroxybutoxy)naphthalen-2-yl]-1λ6,2,5-thiadiazolidine-1,1,3-trione